CC(CC(C)C)=NCCC[Si](OCC)(OCC)OCC (1,3-dimethylbutylidene)aminopropyltriethoxysilane